4-bromo-2,5-dichloronaphthalen-1-amine BrC1=CC(=C(C2=CC=CC(=C12)Cl)N)Cl